4,4'-[(2-hydroxy-3-methoxyphenyl)methylene]bis(2,5-dimethylphenol) OC1=C(C=CC=C1OC)C(C1=CC(=C(C=C1C)O)C)C1=CC(=C(C=C1C)O)C